BrC=1C=C(C=C(C1)C(F)(F)F)CC(=O)NCC 2-(3-bromo-5-(trifluoromethyl)phenyl)-N-ethylacetamide